(R)-2-(6-(3-((tert-butoxycarbonyl)amino)piperidine-1-carbonyl)-2-(1-(cyclopropylmethyl)-1H-indol-2-yl)-4-methoxybenzo[b]thiophen-3-yl)ethyl methanesulfonate CS(=O)(=O)OCCC=1C2=C(SC1C=1N(C3=CC=CC=C3C1)CC1CC1)C=C(C=C2OC)C(=O)N2C[C@@H](CCC2)NC(=O)OC(C)(C)C